N-((3R,6S)-6-(5-(4-chloro-3-fluorophenyl)-1,3,4-oxadiazol-2-yl)tetrahydro-2H-pyran-3-yl)-2-(3-cis-(trifluoromethoxy)cyclobutoxy)acetamide ClC1=C(C=C(C=C1)C1=NN=C(O1)[C@@H]1CC[C@H](CO1)NC(COC1(CCC1)OC(F)(F)F)=O)F